CNC(=O)[C@@H]1NCCN(C1)C=1C=NC2=CC=C(C=C2C1)C=1N=CNC1C1=NC(=CC=C1)C (2R)-N-methyl-4-[6-[5-(6-methyl-2-pyridyl)-1H-imidazol-4-yl]-3-quinolyl]piperazine-2-carboxamide